ClC=1C=C(C=NNC(N)=N)C(=CC1Cl)F 2-(3,4-dichloro-6-fluorobenzylidene)hydrazine-carboximidamide